2-chloro-N-(2-(2,6-dichloropyridin-4-yl)-2-hydroxyethyl)acetamide ClCC(=O)NCC(O)C1=CC(=NC(=C1)Cl)Cl